3,4-diacetyl-cinnamic acid C(C)(=O)C=1C=C(C=CC(=O)O)C=CC1C(C)=O